(1S,3S)-3-{[2-methyl-6-(1-methyl-5-{[5-(pyrrolidin-1-yl)-1H-1,2,3,4-tetrazol-1-yl]methyl}-1H-1,2,3-triazol-4-yl)pyridin-3-yl]oxy}cyclohexane-1-carboxylic acid CC1=NC(=CC=C1O[C@@H]1C[C@H](CCC1)C(=O)O)C=1N=NN(C1CN1N=NN=C1N1CCCC1)C